6-(2-(cyclobutylmethoxy)pyrimidin-5-yl)-2-((5-fluoropyridin-3-yl)methyl)pyridazine-3(2H)-one C1(CCC1)COC1=NC=C(C=N1)C=1C=CC(N(N1)CC=1C=NC=C(C1)F)=O